2-methyl-3-propylbenzothiazolium iodide [I-].CC=1SC2=C([N+]1CCC)C=CC=C2